ClCN1C=NC=C1C (chloromethyl)5-methyl-1H-imidazole